CN1N=NN=C1C1=NC=CC=C1 2-(1-methyl-1H-tetrazol-5-yl)pyridine